dihydrospiro[piperidine-4,7'-thieno[2,3-c]pyran] S1CCC2=C1C1(OC=C2)CCNCC1